OCCNCC1=CN=C2N(C1=O)C=CC=C2 3-(((2-hydroxyethyl)amino)methyl)-4-oxo-4H-pyrido[1,2-a]pyrimidin